BrC=1C=C(C=NC1)I 5-bromo-3-iodopyridin